C12(C(CC(CC1)C2(C)C)[OH+][O-])C borneol oxide